2-(2,3-Dihydro-[1,4]dioxino[2,3-b]pyridin-2-ylmethoxy)-9-(3-hydroxy-but-1-ynyl)-6,7-dihydro-pyrimido[6,1-a]isoquinolin-4-one O1C(COC2=NC=CC=C21)COC2=NC(N1C(C3=CC=C(C=C3CC1)C#CC(C)O)=C2)=O